C(C)(C)(C)C1=CC=2C=C3C(NC2C=C1)(CCC3)C 7-(tert-Butyl)-3a-methyl-2,3,3a,4-tetrahydro-1H-cyclopenta[b]quinoline